4-((1R,5S)-3,8-diazabicyclo[3.2.1]octan-3-yl)-1-(4-((3-cyclopropyl-1H-1,2,4-triazol-1-yl)sulfonyl)phenyl)-6-fluoro-7-(2-fluoro-6-hydroxyphenyl)pyrido[2,3]pyrimidin-2(1H)-one [C@H]12CN(C[C@H](CC1)N2)C2=NC(N(C1=C2N=C(C(=C1)C1=C(C=CC=C1O)F)F)C1=CC=C(C=C1)S(=O)(=O)N1N=C(N=C1)C1CC1)=O